ethyl 2-(((bis(4-chlorophenyl) methyl) amino) oxy)-2-oxoacetate ClC1=CC=C(C=C1)C(C1=CC=C(C=C1)Cl)NOC(C(=O)OCC)=O